C(C)(C)N(P([O-])Cl)C(C)C di-isopropylchlorophosphoramidite